(phenylthio)imidazo[1,2-c]pyrimidin-5-amine C1(=CC=CC=C1)SC=1N=C2N(C(=NC=C2)N)C1